CC=1N(C(=CC1)C)C1=NC=C(C(=C1)OC1CN(C1)C(=O)N1N=CC[C@H]1C=1C=C(C#N)C=C(C1)F)F (S)-3-(1-(3-((2-(2,5-dimethyl-1H-pyrrol-1-yl)-5-fluoropyridin-4-yl)oxy)azetidine-1-carbonyl)-4,5-dihydro-1H-pyrazol-5-yl)-5-fluorobenzonitrile